ClC1=C(C(=O)NC=2N(N=C(C2)C(=O)N2CCN(CC2)C(CCCCCCCCC(=O)N2CCN(CC2)C2=CC=C(C=C2)NC2C(NC(CC2)=O)=O)=O)C2=CC=CC=C2)C=C(C(=C1)Cl)C1=NC=CC=C1 2,4-dichloro-N-[5-[4-[10-[4-[4-[(2,6-dioxo-3-piperidyl)amino]phenyl]piperazin-1-yl]-10-oxo-decanoyl]piperazine-1-carbonyl]-2-phenyl-pyrazol-3-yl]-5-(2-pyridyl)benzamide